N-(4-methylbenzoyl)-L-aspartic acid disodium salt [Na+].[Na+].CC1=CC=C(C(=O)N[C@@H](CC(=O)[O-])C(=O)[O-])C=C1